9'-{9-bromo-8-oxo-2-[(2,2,2-trifluoroethyl)amino]pyrido[1,2-a]pyrimidin-7-yl}-2',4'-dihydrospiro[cyclopropane-1,3'-pyrazino[1,2-b]indazol]-1'-one BrC=1C(C(=CN2C1N=C(C=C2)NCC(F)(F)F)C2=CC1=C3N(N=C1C=C2)CC2(NC3=O)CC2)=O